4-(2-(1-Methyl-3-((3-(trifluoromethyl)phenyl)amino)-1H-indole-2-carboxamido)propan-2-yl)Benzoic acid CN1C(=C(C2=CC=CC=C12)NC1=CC(=CC=C1)C(F)(F)F)C(=O)NC(C)(C)C1=CC=C(C(=O)O)C=C1